1,1,1,3,3,3-Hexafluoropropan-2-yl (R)-1-((5-fluoropyridin-3-yl)carbamoyl)-6-azaspiro[2.5]octan-6-carboxylat FC=1C=C(C=NC1)NC(=O)[C@@H]1CC12CCN(CC2)C(=O)OC(C(F)(F)F)C(F)(F)F